COC1CC(CNC1)C=1C(=C2COC(C2=CC1)=O)C 5-(5-Methoxypiperidin-3-yl)-4-methyl-isobenzofuran-1(3H)-one